C1(CC1)C([C@@H](C(=O)NC1=CC=C(C=C1)C1=C(C=NC=C1)C)NC(=O)C=1N(N=CC1)C(C)C)C1CC1 N-[(1S)-1-(dicyclopropylmethyl)-2-[4-(3-methyl-4-pyridyl)anilino]-2-oxo-ethyl]-2-isopropyl-pyrazole-3-carboxamide